ClC=1C=NN2C1C=C(C=C2)COC2=CC=CC(=N2)C2CCN(CC2)CC2=NC1=C(N2C[C@H]2OCC2)C=C(C=C1)C(=O)O (S)-2-((4-(6-((3-Chloropyrazolo[1,5-a]pyridin-5-yl)methoxy)pyridin-2-yl)piperidine-1-yl)methyl)-1-((oxetan-2-yl)methyl)-1H-benzo[d]imidazole-6-carboxylic acid